FC(C1=CC=C(C=C1)NC1=C2N(N=C1C(=O)NN)CCC2)(F)F 3-((4-(trifluoromethyl)phenyl)amino)-5,6-dihydro-4H-pyrrolo[1,2-b]pyrazole-2-carbohydrazide